ClC=1C=C(C=CC1F)N(C(=O)C1CC(=NN1C1=NC(=CC(=C1)C(F)(F)F)C)C(=O)N1CC2CN(CC2C1)C)C N-(3-chloro-4-fluorophenyl)-N-methyl-1-(6-methyl-4-(trifluoromethyl)pyridin-2-yl)-3-(5-methyl-octahydropyrrolo[3,4-c]pyrrole-2-carbonyl)-4,5-dihydro-1H-pyrazole-5-carboxamide